FC1=C(CN2CC3(CC3)CN(C2=O)C2CCN(CC2)C)C=CC(=C1)OCC(C)C 5-(2-fluoro-4-isobutoxybenzyl)-7-(1-methylpiperidin-4-yl)-5,7-diazaspiro[2.5]octan-6-one